6-[[1-[1-(1-cyclopropylethyl)-4-piperidyl]pyrazol-4-yl]methyl]-1H-benzo[cd]indol-2-one C1(CC1)C(C)N1CCC(CC1)N1N=CC(=C1)CC=1C=2C3=C(C(NC3=CC1)=O)C=CC2